NC1(CCN(CC1)C=1C2=C(N=C(N1)N)N(N=N2)CC2=CC=CC=C2)C 7-(4-amino-4-methylpiperidin-1-yl)-3-benzyl-3H-[1,2,3]triazolo[4,5-d]pyrimidin-5-amine